beta-leucine N[C@@H](C(C)C)CC(=O)O